FC(C(N)C1=CC(=C(C=C1)OCC1CCN(CC1)S(=O)(=O)C)S(=O)(=O)C)(F)F 2,2,2-trifluoro-1-(3-(methylsulfonyl)-4-((1-(methylsulfonyl)-piperidin-4-yl)methoxy)phenyl)ethan-1-amine